N-[(R)-5-fluoro-1-indanyl]-5-{(2S)-11-ethyl-10-(5-methyl-1,3,4-oxadiazol-2-yl)-7-oxo-6,12-diazatricyclo[6.4.0.02,6]dodeca-1(8),9,11-trien-9-yl}-2-thenamide FC=1C=C2CC[C@H](C2=CC1)NC(C1=CC=C(S1)C=1C=2C(N3CCC[C@H]3C2N=C(C1C=1OC(=NN1)C)CC)=O)=O